COC(=O)C=1C=C(C2=C(N(C=N2)C/C(=C/CN)/F)C1)C1=CC=C(C=C1)P(=O)(C)C (Z)-1-(4-amino-2-fluorobut-2-en-1-yl)-4-(4-(dimethylphosphoryl)phenyl)-1H-benzo[d]imidazole-6-carboxylic acid methyl ester